CC1=C(C(=CC(=C1)N1CC2=C(CCC1)C=CS2)C)NC(CC(C)(C)C)=O N-(2,6-dimethyl-4-(4,5,6,8-tetrahydro-7H-thieno[2,3-c]azepin-7-yl)phenyl)-3,3-dimethylbutanamide